C1(CC1)C1(CC1)C 2-cyclopropyl-2-methylcyclopropane